C1N(CC12CCC2)CCNC(=O)C=2C=C(C(=NC2)C)NC(=O)C=2C=NN1C2SC(=C1)C=1C=NN(C1)CCOC N-(5-((2-(2-azaspiro[3.3]heptan-2-yl)ethyl)carbamoyl)-2-methylpyridin-3-yl)-2-(1-(2-methoxyethyl)-1H-pyrazol-4-yl)pyrazolo[5,1-b]thiazole-7-carboxamide